5-[4-(2,3-dihydrobenzofuran-6-yloxy)phenyl]-5-[2-(2-hydroxyacetyl)-2,8-diazaspiro[3.5]nonan-8-yl]hexahydropyrimidine-2,4,6-trione O1CCC2=C1C=C(C=C2)OC2=CC=C(C=C2)C2(C(NC(NC2=O)=O)=O)N2CCCC1(CN(C1)C(CO)=O)C2